C(CC)OC(=O)C1=C(N=C(S1)N)C.ClC1=C(C=CC=C1F)CC(=O)NC1=CC(=NC=C1)N(C(C)=O)C1=CC(=CC(=C1)OC)F N-{4-[2-(2-chloro-3-fluorophenyl)acetamido]pyridin-2-yl}-N-(3-fluoro-5-methoxyphenyl)acetamide propyl-2-amino-4-methyl-thiazole-5-carboxylate